C(C)SC=1C=CC(=NC1C1=NC2=C(N=NC(=C2)C(C(F)(F)F)(F)F)N1C)C(=O)OC methyl 5-(ethylsulfanyl)-6-[7-methyl-3-(pentafluoroethyl)-7H-imidazo[4,5-c]pyridazin-6-yl]-pyridine-2-carboxylate